ClC=1C=C2CCC(NC2=CC1)C=1C=NNC1 6-chloro-2-(1H-pyrazole-4-yl)-1,2,3,4-tetrahydroquinoline